2-isopropenyl-4,4-dimethyl-1,3-oxazolin-5-one C(=C)(C)C=1OC(C(N1)(C)C)=O